C=CCC normal-Buten